(R)-2-(3,6-dihydro-2H-pyran-3-yl)acetic acid O1C[C@@H](C=CC1)CC(=O)O